BrC=1C=C2C(=NC1Cl)N(C=C2)C 5-bromo-6-chloro-1-methyl-1H-pyrrolo[2,3-b]pyridine